N-(4-chloro-2-iodophenyl)-N-methyl-methacrylamide ClC1=CC(=C(C=C1)N(C(C(=C)C)=O)C)I